ClC1=NC=C(C(=N1)NCC1=CC(=C(C=C1)C=1N(C=C(N1)C(F)(F)F)C)F)C(=C)C 2-chloro-N-(3-fluoro-4-(1-methyl-4-(trifluoromethyl)-1H-imidazol-2-yl)benzyl)-5-(prop-1-en-2-yl)pyrimidin-4-amine